BrC=1C=C(C=CC1)N1N=NC(=C1)[C@]1(C(N(CC1)C)=O)O (R)-3-(1-(3-Bromophenyl)-1H-1,2,3-triazol-4-yl)-3-hydroxy-1-methylpyrrolidin-2-one